O1CC=C(C=C1)N 2H-pyran-4-ylamine